[C@H]12COC[C@H](CC1)N2C2=NC1=CC=C(C=C1C=N2)CN2C[C@H](CC2)OC=2C=C1CN(C(C1=CC2)=O)C2C(NC(CC2)=O)=O 3-(5-(((S)-1-((2-((1R,5S)-3-Oxa-8-azabicyclo[3.2.1]octan-8-yl)quinazolin-6-yl)methyl)pyrrolidin-3-yl)oxy)-1-oxoisoindolin-2-yl)piperidine-2,6-dione